BrC1=CC=C(C(=O)NC2=C(C=CC=C2)/C=C/C(=O)OCC)C=C1 ethyl (E)-3-(2-(4-bromobenzamido)phenyl)acrylate